N-(4-fluoro-5-(((2s,4r)-4-((6-(3-fluoroazetidin-1-yl)pyrimidin-4-yl)oxy)-2-methylpyrrolidin-1-yl)methyl)thiazol-2-yl)acetamide FC=1N=C(SC1CN1[C@H](C[C@H](C1)OC1=NC=NC(=C1)N1CC(C1)F)C)NC(C)=O